P(=O)(OCC(CCCC)CCCC)(OCCCCN(CCCCCCCC)CCCCCCCC)O 2-butylhexyl (4-(dioctylamino)butyl) hydrogen phosphate